ClC=1C=C2C(=NC=NC2=CC1C1=C(C(=CC(=N1)N)C(F)(F)F)C)N1CCNCC1 6-[6-chloro-4-(piperazin-1-yl)quinazolin-7-yl]-5-methyl-4-(trifluoromethyl)pyridin-2-amine